CC1=CC=NC2=C3C(=CC=C12)C=CC=C3 4-methylbenzo[h]quinoline